S1N=CC(=C1)C=1C=C(C=NC1)C1(CC1)C=1NC(C=2CN(CCCC2N1)C(=O)OC(C)(C)C)=O tert-butyl 2-(1-(5-(isothiazol-4-yl)pyridin-3-yl)cyclopropyl)-4-oxo-3,4,5,7,8,9-hexahydro-6H-pyrimido[5,4-c]azepine-6-carboxylate